C12C(CC(CC1)O2)CC=O 2-(7-oxabicyclo[2.2.1]hept-2-yl)acetaldehyde